1-(3-chloro-5-(trifluoromethyl)pyridin-2-yl)ethane ClC=1C(=NC=C(C1)C(F)(F)F)CC